C(C)(C)(C)OC(NCCC#CC)=O N-(pent-3-yn-1-yl)carbamic acid tert-butyl ester